N-[3-(difluoromethyl)-1-(4-formylcyclohexyl)pyrazol-4-yl]-6-morpholino-1,5-naphthyridine-4-carboxamide FC(C1=NN(C=C1NC(=O)C1=CC=NC2=CC=C(N=C12)N1CCOCC1)C1CCC(CC1)C=O)F